CC(CCCC)CCCCCCCCCC(CCCCCCCCCCCC)C 5,15-Dimethylheptacosane